8-(4-chloro-2-fluoro-phenyl)-2,3-dimethyl-6-[(3R)-3-(1-methylpyrazol-4-yl)-1-piperidyl]pyrido[3,4-d]pyrimidin-4-one ClC1=CC(=C(C=C1)C1=NC(=CC2=C1N=C(N(C2=O)C)C)N2C[C@H](CCC2)C=2C=NN(C2)C)F